6-(3,4-DIMETHYL-2-OXO-2,3-DIHYDRO-1H-IMIDAZOL-1-YL)-N-(6-METHOXY-1-METHYL-1H-INDAZOL-7-YL)PYRIDINE-3-SULFONAMIDE CN1C(N(C=C1C)C1=CC=C(C=N1)S(=O)(=O)NC=1C(=CC=C2C=NN(C12)C)OC)=O